butyl acrylate ethyl-acetate C(C)OC(C)=O.C(C=C)(=O)OCCCC